C1(CC1)N(C(OC(C)(C)C)=O)C1CN(CC1)C=1N=NC(=CC1)I tert-butyl N-cyclopropyl-N-[1-(6-iodopyridazin-3-yl)pyrrolidin-3-yl]carbamate